CCCCCCCC/C=C/C(=O)O The molecule is an undecenoic acid having its double bond in the 2-position. It is an undecenoic acid and an alpha,beta-unsaturated monocarboxylic acid.